(4R,5S,7R,8R,9S,10R)-4-(benzylamino)-7-(hydroxymethyl)-9-(4-(3,4,5-trifluorophenyl)-1H-1,2,3-triazol-1-yl)-1,6-dioxaspiro[4.5]decane-8,10-diol C(C1=CC=CC=C1)N[C@@H]1CCO[C@]12O[C@@H]([C@@H]([C@@H]([C@H]2O)N2N=NC(=C2)C2=CC(=C(C(=C2)F)F)F)O)CO